2-(3-tert-butyl-5-(2-(2-ethylhexyloxy)-carbonylethyl)-2-hydroxyphenyl)-5-chloro-2H-benzotriazole C(C)(C)(C)C=1C(=C(C=C(C1)CCC(=O)OCC(CCCC)CC)N1N=C2C(=N1)C=CC(=C2)Cl)O